NC1=NN2C(N=C(C=C2)N2[C@H](C[C@@H](C2)F)C=2C(=NC=C(C2)F)OCCCN)=C1C(=O)O 2-amino-5-((2R,4S)-2-(2-(3-aminopropoxy)-5-fluoropyridin-3-yl)-4-fluoropyrrolidin-1-yl)pyrazolo[1,5-a]pyrimidine-3-carboxylic acid